FC1=C(C=C(C=C1)C(CC(C(=O)OCC)=O)=O)O ethyl 4-(4-fluoro-3-hydroxyphenyl)-2,4-dioxobutyrate